[Cu].[Sn].[Si] silicon-tin-copper